6-(4-chlorophenyl)-2-(4-methoxybenzyl)pyridazin-3(2H)-one ClC1=CC=C(C=C1)C=1C=CC(N(N1)CC1=CC=C(C=C1)OC)=O